2,3,3-trideuterio-prop-2-en-1-one [2H]C(C=O)=C([2H])[2H]